(M)-6-chloro-4-((2R,6R)-2,6-dimethyl-4-(2-propenoyl)-1-piperazinyl)-7-(2-fluorophenyl)-1-(4-methyl-2-(2-propanyl)-3-pyridinyl)pyrido[2,3-d]pyrimidin-2(1H)-one ClC1=CC2=C(N(C(N=C2N2[C@@H](CN(C[C@H]2C)C(C=C)=O)C)=O)C=2C(=NC=CC2C)C(C)C)N=C1C1=C(C=CC=C1)F